O[C@@H]1C[C@H](CCC1)C(=O)OCC |r| racemic-trans-ethyl 3-hydroxycyclohexanecarboxylate